C1(CC1)C#C[C@@]1(NC(NC2=CC(=C(C=C12)F)CN1C(NC=2C1=NC=CC2)=O)=O)C(F)(F)F (S)-4-(cyclopropylethynyl)-6-fluoro-7-((2-oxo-1,2-dihydro-3H-imidazo[4,5-b]pyridin-3-yl)methyl)-4-(trifluoromethyl)-3,4-dihydroquinazolin-2(1H)-one